2-bromo-3-(4-methylthiazol-5-yl)-6-(4-phenylbutoxy)-inden-1-one BrC=1C(C2=CC(=CC=C2C1C1=C(N=CS1)C)OCCCCC1=CC=CC=C1)=O